N1=CC(=CC=C1)CNC(=O)NC1=CC=C(C=C1)S(=O)(=O)C=1C=NC(=CC1)C(F)(F)F 1-(pyridin-3-ylmethyl)-3-{4-[6-(trifluoromethyl)pyridine-3-sulfonyl]phenyl}urea